6-methyl-5-nitronicotinonitrile CC1=NC=C(C#N)C=C1[N+](=O)[O-]